3-chloro-4-(2-(1,6-dimethyl-1H-pyrazolo[3,4-d]pyrimidin-3-yl)cyclopropyl)benzoic acid ClC=1C=C(C(=O)O)C=CC1C1C(C1)C1=NN(C2=NC(=NC=C21)C)C